Cholesterol chloroformate ClC(=O)O[C@@H]1CC2=CC[C@H]3[C@@H]4CC[C@H]([C@@H](CCCC(C)C)C)[C@]4(CC[C@@H]3[C@]2(CC1)C)C